C(C)(=O)O (2S,3S)-acetic acid